C12(C(CCC(C1(C)C)C2)C)C2=NC(=NC=C2)N pinanyl-pyrimidineamine